(S)-6-(bis(2-(thiophen-2-yl)ethyl)amino)-5,6,7,8-tetrahydronaphthalen-1-ol S1C(=CC=C1)CCN([C@@H]1CC=2C=CC=C(C2CC1)O)CCC=1SC=CC1